CC=1C=CC2=C(C(C(O2)=O)C)C1C trimethyl-2-benzofuranone